tetramethyl-3,3'-biphenyltetracarboxylic acid CC1=C(C(=C(C=C1)C)C)C=1C(=C(C(=C(C1C(=O)O)C(=O)O)C)C(=O)O)C(=O)O